Ammonium Diheptyl Sulfosuccinate S(=O)(=O)(O)C(C(=O)OCCCCCCC)CC(=O)OCCCCCCC.[NH4+]